4-methyl-3-[4-[3-(4-pyridyl)-1H-pyrazol-4-yl]phenyl]benzenesulfonamide CC1=C(C=C(C=C1)S(=O)(=O)N)C1=CC=C(C=C1)C=1C(=NNC1)C1=CC=NC=C1